ethyl α-fluoroacrylate FC(C(=O)OCC)=C